N-cyclopentyl-2-[(E)-pent-1-enyl]-5,6,7,8-tetrahydropyrido[3,2-d]pyrimidin-4-amine C1(CCCC1)NC=1C2=C(N=C(N1)\C=C\CCC)CCCN2